FC1=CC2=C(C=N1)N=C(S2)C(=O)OCC ethyl 6-fluorothiazolo[4,5-c]pyridine-2-carboxylate